potassium (S)-4-bromo-6-fluoro-2-phenyl-2,3-dihydrobenzofuran-2-carboxylate BrC1=CC(=CC2=C1C[C@@](O2)(C(=O)[O-])C2=CC=CC=C2)F.[K+]